methyl 2-((4-(3-(4-chloro-2-fluorophenyl)-2,3-dihydrobenzo[b][1,4]dioxin-5-yl) piperidin-1-yl) methyl)-3-(((S)-oxetan-2-yl) methyl)-3H-imidazo[4,5-b]pyridine-5-carboxylate ClC1=CC(=C(C=C1)C1OC2=C(OC1)C=CC=C2C2CCN(CC2)CC2=NC=1C(=NC(=CC1)C(=O)OC)N2C[C@H]2OCC2)F